tert-butyl 2-(chloromethyl)-3,3-difluoro-2-methyl-propionate ClCC(C(=O)OC(C)(C)C)(C(F)F)C